O1CCC2=C1C=CC(=C2)C(=O)N 2,3-dihydro-1-benzofuran-5-carboxamide